FC=1C=CC(=C2C(=NN(C12)COCC[Si](C)(C)C)CCO)OC 2-(7-fluoro-4-methoxy-1-((2-(trimethylsilyl)ethoxy)methyl)-1H-indazol-3-yl)ethan-1-ol